1-(9Z-tetradecenoyl)-2-pentadecanoyl-glycero-3-phosphoserine CCCCCCCCCCCCCCC(=O)O[C@H](COC(=O)CCCCCCC/C=C\CCCC)COP(=O)(O)OC[C@@H](C(=O)O)N